Methyl 2-[1-(cyclobutylmethyl)-1H-pyrazol-4-yl]-5-[({1-[2-fluoro-4-(trifluoromethyl) phenyl]cyclopropyl}carbonyl) amino]benzoate C1(CCC1)CN1N=CC(=C1)C1=C(C(=O)OC)C=C(C=C1)NC(=O)C1(CC1)C1=C(C=C(C=C1)C(F)(F)F)F